COC1=C2C(NC(=NC2=CC(=C1)OC)C1=CC(=C(OC(COC(C(=O)O)(CC=O)N)CC)C(=C1)C)C)=O (2-[4-(5,7-dimethoxy-4-oxo-3,4-dihydro-quinazolin-2-yl)-2,6-dimethyl-phenoxy]butyloxy)-4-oxo-2-aminobutyric acid